2-methyl-2-butenoic acid 3-hexenyl ester C(CC=CCC)OC(C(=CC)C)=O